1,3,3,4,4,5,5-heptafluoro-2-(trifluoromethyl)cyclopent-1-ene FC1=C(C(C(C1(F)F)(F)F)(F)F)C(F)(F)F